O1C(CCCC1)O[C@@H](C)C=1N(C=CN1)CC1=NOC(=C1)C1=CC=C(C=C1)C#CC=1C=CC(=NC1)CN1CC(C1)C#N 1-((5-((4-(3-((2-((1S)-1-((tetrahydro-2H-pyran-2-yl)oxy)ethyl)-1H-imidazole-1-yl)methyl)isoxazol-5-yl)phenyl)ethynyl)pyridin-2-yl)methyl)azetidine-3-carbonitrile